Methyl-(5RS)-2-[3-chloro-4-(trifluoromethoxy)benzyl]-3-oxo-2,3,5,6,7,8-hexahydro[1,2,4]triazolo[4,3-a]pyridine-5-carboxylate COC(=O)[C@H]1CCCC=2N1C(N(N2)CC2=CC(=C(C=C2)OC(F)(F)F)Cl)=O |r|